C(O)(O)=O.C1(=CC=CC=C1)C(CO)O 2-phenyl-1,2-ethylene glycol monocarbonate